S-N-(3,5-Di-tert-butylphenyl)-3-methyl-2-(N-formyl-N-methylamino)butanamide CC(C)[C@@H](C(=O)NC1=CC(=CC(=C1)C(C)(C)C)C(C)(C)C)N(C)C=O